7-((cis)-4-(2,7-diazaspiro[4.4]nonan-2-yl)cyclohexyl)-5-(4-phenoxyphenyl)-7H-pyrrolo[2,3-d]pyrimidin-4-amine C1N(CCC12CNCC2)[C@H]2CC[C@H](CC2)N2C=C(C1=C2N=CN=C1N)C1=CC=C(C=C1)OC1=CC=CC=C1